4,5-diamino-1-hexylpyrazol sulfate S(=O)(=O)(O)O.NC=1C=NN(C1N)CCCCCC